Methyl ((2-(((1s,3R)-3-(hydroxymethyl)cyclobutyl)methoxy)-4-methylphenyl)sulfonyl)-L-prolinate OCC1CC(C1)COC1=C(C=CC(=C1)C)S(=O)(=O)N1[C@@H](CCC1)C(=O)OC